C1C2CC3CC1CC(C2)(C3)N The molecule is a member of the class of adamantanes that is used as an antiviral and antiparkinson drug. It has a role as an antiviral drug, an antiparkinson drug, a dopaminergic agent, an analgesic, a NMDA receptor antagonist and a non-narcotic analgesic. It is a primary aliphatic amine and a member of adamantanes. It is a conjugate base of an adamantan-1-aminium. It derives from a hydride of an adamantane.